ClC1=C(OC=2C=CC(=C(C2)S(=O)(=O)N[C@H]2C[C@H](CC2)O)O)C(=CC(=C1)N1N=C(C(NC1=O)=O)C(F)F)Cl 5-(2,6-dichloro-4-(6-(difluoromethyl)-3,5-dioxo-4,5-dihydro-1,2,4-triazin-2(3H)-yl)phenoxy)-2-hydroxy-N-((1R,3S)-3-hydroxycyclopentyl)benzenesulfonamide